C1(CCC1)CNCC=1C=CC=2N(C1)C=C(N2)CN2N=NC(=C2)C=2C=1N(C=CC2)C=NC1F (cyclobutylmethyl)({2-[(4-{1-fluoroimidazo[1,5-a]pyridin-8-yl}-1H-1,2,3-triazol-1-yl)methyl]imidazo[1,2-a]pyridin-6-yl}methyl)amine